4-(thiophene-2-carbonyl)piperazine-1-carboxylic acid tert-butyl ester C(C)(C)(C)OC(=O)N1CCN(CC1)C(=O)C=1SC=CC1